C(C)OC1=NC=C(C=N1)NC=1C=C(C=CC1[C@@H](C(F)(F)F)OC)[C@H](CC(=O)O)CC (S)-3-(3-((2-ethoxypyrimidin-5-yl)amino)-4-((S)-2,2,2-trifluoro-1-methoxyethyl)phenyl)pentanoic acid